methoxy-N-[(1R)-1-[3-nitro-5-(trifluoromethyl)phenyl]ethyl]-7-[(3S)-oxolan-3-yloxy]pyrazolo[1,5-a]quinazolin-5-amine COC1=NN2C(N=C(C3=CC(=CC=C23)O[C@@H]2COCC2)N[C@H](C)C2=CC(=CC(=C2)C(F)(F)F)[N+](=O)[O-])=C1